NC1=C(C=CC=C1)C1=NC(=NC=C1)NC1=CC(=CC=C1)C(F)(F)F 4-(2-aminophenyl)-N-(3-(trifluoromethyl)phenyl)pyrimidin-2-amine